CN[C@@H](CCCNC(N)=N)C(=O)O N-Monomethyl-L-Arginine